p-butyl-hydroxyanisole tin hydrogen phosphate P(=O)(O)([O-])[O-].[Sn+4].C(CCC)C1=CC(=C(C=C1)OC)O.P(=O)(O)([O-])[O-]